3-(2-(3-Oxa-7-azabicyclo[3.3.1]nonan-7-yl)-6-methoxybenzo[d]thiazole-7-carboxamido)isonicotinic Acid C12COCC(CN(C1)C=1SC3=C(N1)C=CC(=C3C(=O)NC3=C(C(=O)O)C=CN=C3)OC)C2